(R)-5-(5-(1-(3,5-dichloropyridin-4-yl)ethoxy)-1H-indazol-3-yl)-2-(6-(2,2-difluoroethyl)-2,6-diazaspiro[3.3]heptan-2-yl)nicotinonitrile ClC=1C=NC=C(C1[C@@H](C)OC=1C=C2C(=NNC2=CC1)C=1C=NC(=C(C#N)C1)N1CC2(C1)CN(C2)CC(F)F)Cl